1-(3-(((S)-2,2-dimethyl-1,3-dioxolan-4-yl)methoxy)-4-methyl-1-phenyl-1H-pyrazol-5-yl)-3-((3S,4R)-1-(2-methoxyethyl)-4-(3,4,5-trifluorophenyl)pyrrolidin-3-yl)urea CC1(OC[C@@H](O1)COC1=NN(C(=C1C)NC(=O)N[C@@H]1CN(C[C@H]1C1=CC(=C(C(=C1)F)F)F)CCOC)C1=CC=CC=C1)C